COC=1N(C=C(N1)C)C(=O)NCCCC(C)C Methoxy-4-methyl-N-(4-methylpentyl)-1H-imidazole-1-carboxamide